CC1=NOC(=C1C1=CC=C(C=C1)NC1=CC2=C(C(=CC(O2)=O)C(F)(F)F)C=C1)C 7-((4-(3,5-dimethylisoxazol-4-yl)phenyl)amino)-4-(trifluoromethyl)-2H-benzopyran-2-one